NC(C)=O aminoethanone